methyl 2-ethoxy-2-(5-(3-(4-(4-fluorobenzoyl)-2-propylphenoxy)propoxy)-1H-indazol-1-yl)acetate C(C)OC(C(=O)OC)N1N=CC2=CC(=CC=C12)OCCCOC1=C(C=C(C=C1)C(C1=CC=C(C=C1)F)=O)CCC